COC1=CC=C(CNC2=C(SC=C2C)C(C)=O)C=C1 1-(3-((4-methoxybenzyl)amino)-4-methylthiophen-2-yl)ethan-1-one